[C@H]12CN(C[C@H](CC1)N2)C2=NC(=NC1=CC(=C(C=C21)OC2=C(C#N)C=CC=C2)C2=CC(=CC1=CC=CC=C21)O)OCC21CCCN1CCC2 2-((4-((1R,5S)-3,8-diazabicyclo[3.2.1]octan-3-yl)-7-(3-hydroxynaphthalen-1-yl)-2-((tetrahydro-1H-pyrrolizin-7a(5H)-yl)methoxy)quinazolin-6-yl)oxy)benzonitrile